(S)-1-(3-(2-((1-acetylpiperidin-3-yl)amino)-5-chloropyrimidin-4-yl)phenyl)pyridin-2(1H)-one C(C)(=O)N1C[C@H](CCC1)NC1=NC=C(C(=N1)C=1C=C(C=CC1)N1C(C=CC=C1)=O)Cl